C(C)(C)(C)OOC1C(C(CC(C1)C)(C)C)OOC(C)(C)C 1,2-bis(t-butylperoxy)3,3,5-trimethylcyclohexane